2-methylthio-N6-threonylcarbamoyl-adenosine CSC=1N=C(C=2N=CN([C@H]3[C@H](O)[C@H](O)[C@@H](CO)O3)C2N1)NC(NC([C@@H](N)[C@H](O)C)=O)=O